3-(2,6-dichloro-benzyloxy)-5-(3-diethylaminomethyl-1H-indol-5-yl)-pyridin-2-ylamine ClC1=C(COC=2C(=NC=C(C2)C=2C=C3C(=CNC3=CC2)CN(CC)CC)N)C(=CC=C1)Cl